Diazene-1,2-diylbis(piperidin-1-yl-methanone) N(=NC(=O)N1CCCCC1)C(=O)N1CCCCC1